C(=O)(O)N(CCN)C(=O)O N,N-dicarboxyethylenediamine